2-(2,4-difluoro-phenoxy)-N-(1-oxidopyridin-1-ium-3-yl)-5-(trifluoro-methyl)pyridine-3-carboxamide FC1=C(OC2=NC=C(C=C2C(=O)NC=2C=[N+](C=CC2)[O-])C(F)(F)F)C=CC(=C1)F